C1(=CC=CC=C1)S(=O)(=O)[O-].[N+](=O)([O-])C1=C(C=CC=C1)N1C(=CC=C1)C=C\C=N\NC(=[NH2+])N (E)-N-[1-(2-nitrophenyl)-1H-pyrrol-2-yl-allylideneamino]-guanidinium benzenesulfonate